2-phenylethyl methyl(2-(methylamino)ethyl)carbamate CN(C(OCCC1=CC=CC=C1)=O)CCNC